[C@@H]1([C@H](O)[C@H](O)[C@@H](O)[C@@H](O1)C)O[C@@H]1[C@@H]([C@H]([C@@H](O[C@@H]1C(=O)O)O[C@@H]1[C@H]([C@@H](O[C@@H]([C@@H]1O)CO)O[C@H]1[C@H](OCCC)O[C@H]([C@@H]([C@H]1O)OC(C)=O)C)NC(C)=O)O)O Propyl α-L-rhamnopyranosyl-(1→4)-β-D-galactopyranosyluronic acid-(1→3)-2-acetamido-2-deoxy-β-D-galactopyranosyl-(1→2)-4-O-acetyl-α-L-rhamnopyranoside